phenoxyl-cyclotriphosphazene potassium benzenesulfonate C1(=CC=CC=C1)S(=O)(=O)[O-].[K+].O(C1=CC=CC=C1)P1=NP=NP=N1